5-Chloro-6-(1-(3-chloropyridin-2-yl)-3-((5-(trifluoromethyl)-2H-tetrazol-2-yl)methyl)-1H-pyrazol-5-carboxamido)-N-propylpyrazolo[1,5-a]pyridin-7-carboxamid ClC1=CC=2N(C(=C1NC(=O)C1=CC(=NN1C1=NC=CC=C1Cl)CN1N=C(N=N1)C(F)(F)F)C(=O)NCCC)N=CC2